3-((4-(2-(2-aminoethoxy)-5-chloro-3-methylphenyl)pyrrolo[2,1-f][1,2,4]triazin-6-yl)methyl)-6,6-dimethyl-3-azabicyclo[3.1.0]hexane-2,4-dione NCCOC1=C(C=C(C=C1C)Cl)C1=NC=NN2C1=CC(=C2)CN2C(C1C(C1C2=O)(C)C)=O